rac-(2R,3S,6S,7aS)-ethyl 3-hydroxyoctahydro-1H-2,6-methanopyrrolo[3,2-b]pyridine-1-carboxylate O[C@@H]1[C@@H]2N([C@@H]3C1NC[C@@H](C3)C2)C(=O)OCC |r|